(8-(2-oxoindol-6-yl)-2,3-dihydro-4H-pyrido[4,3-b][1,4]oxazin-4-yl)sulfonate O=C1N=C2C=C(C=CC2=C1)C1=CN=CC2=C1OCCN2S(=O)(=O)[O-]